racemic-(3S,4S)-1-benzyl-4-(6-methoxypyridin-2-yl)pyrrolidine-3-carbonitrile C(C1=CC=CC=C1)N1C[C@H]([C@@H](C1)C1=NC(=CC=C1)OC)C#N |r|